N[C@H](C(=O)OC)COC([2H])([2H])[2H] methyl (2S)-2-amino-3-(2H3)methoxypropanoate